C(C)OC(C[C@@H]1CN(CCN1)C(=O)OC(C)(C)C)=O tert-butyl (R)-3-(2-ethoxy-2-oxoethyl)piperazine-1-carboxylate